OC(C)(C)C1=CC=NN1C 5-(2-hydroxypropan-2-yl)-1-methyl-1H-pyrazole